({5-[(1S,3R)-3-hydroxycyclopentyl]-2-(2-methylpropan-2-yl)pyrazol-3-yl}amino)-3-methoxy-2,3-dihydro-1λ6-benzothiophene-1,1-dione O[C@H]1C[C@H](CC1)C=1C=C(N(N1)C(C)(C)C)NC1S(C2=C(C1OC)C=CC=C2)(=O)=O